C(#N)C1=CC=C(C=C1)[C@@H]1N(C[C@H](CC1)C)C(=O)OC(C)(C)C |r| rac-tert-butyl (2R,5S)-2-(4-cyanophenyl)-5-methyl-piperidine-1-carboxylate